6-isopropyl-5-(8-methyl-[1,2,4]triazolo[1,5-a]pyridin-6-yl)-4H-pyrrolo[3,2-d]thiazol C(C)(C)C1=C(NC2=C1N=CS2)C=2C=C(C=1N(C2)N=CN1)C